FC=1C=C(COC2=CC=C(C=N2)N2C[C@@H](CC2)O)C=CC1F (R)-1-(6-((3,4-difluorobenzyl)oxy)pyridin-3-yl)pyrrolidin-3-ol